(S)-N-(4-(morpholinomethyl)-6-(piperidin-3-yloxy)pyridin-2-yl)-5-(2-phenyl-2H-tetrazole-5-yl)thiazol-2-amine O1CCN(CC1)CC1=CC(=NC(=C1)O[C@@H]1CNCCC1)NC=1SC(=CN1)C=1N=NN(N1)C1=CC=CC=C1